(4-(methylsulfonyl)-3-(4-(trifluoromethyl)phenyl)-4,5,6,7-tetrahydropyrazolo[1,5-a]pyrimidin-6-yl)methanamine CS(=O)(=O)N1C=2N(CC(C1)CN)N=CC2C2=CC=C(C=C2)C(F)(F)F